1-{[(3S,5S)-5-fluoro-1-methylpiperidin-3-yl](1-methyl-1H-pyrazol-4-yl)sulfamoyl}urea F[C@H]1C[C@@H](CN(C1)C)N(S(=O)(=O)NC(=O)N)C=1C=NN(C1)C